CC1=CC(N(C=2N=C(N=CC21)NC=2C(=CC=1N(C2)N=CN1)C)C1CCOCC1)=O 5-methyl-2-((7-methyl-[1,2,4]triazolo[1,5-a]pyridin-6-yl)amino)-8-(tetrahydro-2H-pyran-4-yl)pyrido[2,3-d]pyrimidin-7(8H)-one